5-(4-((2-acetamidopyridin-4-yl)methyl)piperazin-1-yl)-N-methyl-6-(trifluoromethyl)picolinamide C(C)(=O)NC1=NC=CC(=C1)CN1CCN(CC1)C=1C=CC(=NC1C(F)(F)F)C(=O)NC